ClP(=O)(F)N=C=O Monochloromonofluorophosphoryl isocyanate